B(F)(F)F.[K].N1CCNCC1 piperazine potassium trifluoroborate salt